5-{[5-(3-Cyclopropyl-1,2,4-oxadiazol-5-yl)-4-{[(1S)-2-hydroxy-1-phenylethyl]amino}pyridin-2-yl]amino}-3,3-dimethyl-1,3-dihydro-2-benzofuran-1-on C1(CC1)C1=NOC(=N1)C=1C(=CC(=NC1)NC1=CC2=C(C(OC2(C)C)=O)C=C1)N[C@H](CO)C1=CC=CC=C1